(Z)-1-(3-(2-((2,2-difluoroethoxy)methyl)-5-methylphenyl)-4-oxothiazolidin-2-ylidene)-3-(2-fluoro-4-(1-(4-methoxyphenyl)-1H-1,2,4-triazol-3-yl)phenyl)urea FC(COCC1=C(C=C(C=C1)C)N1/C(/SCC1=O)=N/C(=O)NC1=C(C=C(C=C1)C1=NN(C=N1)C1=CC=C(C=C1)OC)F)F